bis[2-(isopropyldimethoxysilyl)1-isopropyl-1,3-butanedione] platinum (II) [Pt+2].C(C)(C)[Si](C(C(=O)C(C)C)C(C)=O)(OC)OC.C(C)(C)[Si](C(C(=O)C(C)C)C(C)=O)(OC)OC